5-((8-((4'-chloro-5,5-dimethyl-3,4,5,6-tetrahydro-[1,1'-biphenyl]-2-yl)methyl)-3,8-diazabicyclo[3.2.1]octan-3-yl)methyl)-2-(2,6-dioxopiperidin-3-yl)isoindoline-1,3-dione ClC1=CC=C(C=C1)C1=C(CCC(C1)(C)C)CN1C2CN(CC1CC2)CC=2C=C1C(N(C(C1=CC2)=O)C2C(NC(CC2)=O)=O)=O